FC(C(=O)O)(F)F.FC(C(=O)O)(F)F.N=1N(C=C2C1CNC2)C2=CC=CC(=N2)OCC2=NC=C(C#N)C=C2 6-(((6-(5,6-dihydropyrrolo[3,4-c]pyrazol-2(4H)-yl)pyridin-2-yl)oxy)methyl)nicotinonitrile bis(2,2,2-trifluoroacetate)